C(C)OC(=O)C=1N=C(SC1)C1=CC=C(C=C1)CNC(OCCOCCNC(OC(C)(C)C)=O)=O.CC(CC1=CC=C(C=C1)[I+]C1=CC=C(C=C1)C)C 4-(2-methylpropyl)phenyl-p-tolyl-iodonium ethyl-2-(4-(13,13-dimethyl-3,11-dioxo-4,7,12-trioxa-2,10-diazatetradecyl)phenyl)thiazole-4-carboxylate